FC(CN1CCC(CC1)C(=O)NC=1N=CC2=CC=C(C=C2C1)C1=CN=C(N1C)C)(C)F 1-(2,2-difluoropropyl)-N-(6-(1,2-dimethyl-1H-imidazol-5-yl)isoquinolin-3-yl)piperidine-4-carboxamide